COC(=O)[C@H]1N(C[C@H](C1)OC1=NC(=CC=C1)C=1C2=C(N(N=C2C=CC1)C)CCCN1C(C2=CC=CC=C2C1=O)=O)C(=O)OC(C)(C)C (2S,4S)-4-[[6-[3-[3-(1,3-dioxoisoindolin-2-yl)propyl]-2-methyl-indazol-4-yl]-2-pyridinyl]oxy]pyrrolidine-1,2-dicarboxylic acid O1-tert-butyl O2-methyl ester